FC(C1=NN=C(O1)C1=CC(N(C=C1)CC#C)=O)F 4-(5-(difluoromethyl)-1,3,4-oxadiazol-2-yl)-1-(prop-2-yn-1-yl)pyridin-2(1H)-one